OC1=C(C=O)C=C(C=C1)CO 2-hydroxy-5-hydroxymethyl-benzaldehyde